FC1=CC=C(C=C1)S(=O)(=O)OC=1C(=CC=2C3CC[C@@]4([C@H](CCC4C3CCC2C1)OS(=O)(=O)C1=CC=C(C=C1)F)C)OC (13S,17S)-2-methoxy-13-methyl-7,8,9,11,12,13,14,15,16,17-decahydro-6H-cyclopenta[a]phenanthrene-3,17-diyl bis(4-fluorobenzenesulfonate)